C(C)OC(C/C=C/C#CC=C)OCC 8,8-diethoxy-(5E)-1,5-octadien-3-yne